ClC=1C=C(CNC2=CN=C3N(C2=O)[C@@H](CC3)C(=O)OC(C)(C)C)C=C(C1)C tert-Butyl (S)-3-((3-chloro-5-methylbenzyl)amino)-4-oxo-4,6,7,8-tetrahydropyrrolo[1,2-a]pyrimidine-6-carboxylate